2-(3-(1H-1,2,4-triazol-1-yl)propoxy)-N-(4-hydroxy-3-(methylsulfonylamino)phenyl)-4'-(trifluoromethyl)-[1,1'-biphenyl]-4-carboxamide N1(N=CN=C1)CCCOC1=C(C=CC(=C1)C(=O)NC1=CC(=C(C=C1)O)NS(=O)(=O)C)C1=CC=C(C=C1)C(F)(F)F